CN1N=CC(=C1)C1=CC=2N(N=C1)C(=CN2)N2CCN(CCC2)C(=O)O[C@H](C)C2=CC=C(C=C2)Cl (R)-1-(4-chlorophenyl)ethyl 4-(7-(1-methyl-1H-pyrazol-4-yl)imidazo[1,2-b]pyridazin-3-yl)-1,4-diazepane-1-carboxylate